BrCCNC=1C(=C(C=CC1)O)NCCBr bis(2-bromoethylamino)phenol